(ethylamino)-10-methyl-12H-benzothiopyrano[2,3-c]Quinolin-12-one C(C)NC1=C2C3=C(C=NC2=CC=C1)SC1=C(C3=O)C=C(C=C1)C